C(C)C1=CN=C2C=C(C(NC2=C1)=O)C(C)N1CCN(CC1)C(=O)OC(C)(C)C tert-butyl 4-[1-(7-ethyl-2-oxo-1,2-dihydro-1,5-naphthyridin-3-yl)ethyl]piperazine-1-carboxylate